C(CCCC)(=O)[O-] pentaneate